C(C)(C)(C)OC(C(COC1=CC=C(C=C1)Br)(C)O)=O 3-(4-bromophenoxy)-2-hydroxy-2-methylpropanoic acid tert-butyl ester